phenyldimethylacetoxySilane 2-[({2-amino-3-[(2-imino-4-methyl-2,3-dihydro-1,3-oxazol-3-yl)methyl]phenyl}carbamothioyl)amino]-2-(3-chlorophenyl)propyl-2,2-dimethylpropanoate NC1=C(C=CC=C1CN1C(OC=C1C)=N)NC(=S)NC(COC(C(C)(C)C)=O)(C)C1=CC(=CC=C1)Cl.C1(=CC=CC=C1)[Si](OC(C)=O)(C)C